N1(N=NC2=C1C=CC=C2)CN2C1=CC=CC=C1C=1C=CC=CC21 9-(1H-benzotriazole-1-ylmethyl)-9H-carbazole